C(C)(C)(C)OC(=O)N1CC2(C1)CCC(CC2)(F)F 7,7-difluoro-2-azaspiro[3.5]nonane-2-carboxylic acid tert-butyl ester